N[C@@H]1C[C@@H](CC1)OC=1C(=NC(=CC1Cl)C)C1=CC(=NN1)NC=1N=CC(=NC1)C#N 5-((5-(3-(((1R,3S)-3-aminocyclopentyl)oxy)-4-chloro-6-methylpyridin-2-yl)-1H-pyrazol-3-yl)amino)pyrazine-2-carbonitrile